C1N(CC2=CC=CC=C12)CC1=CC(=C(OCC2=CC=C(C=C2)S(=O)(=O)N2CC(C2)O)C=C1)S(=O)(=O)C 1-((4-((4-(Isoindolin-2-ylmethyl)-2-(methylsulfonyl)phenoxy)methyl)phenyl)-sulfonyl)azetidin-3-ol